3-deoxy-D-arabinoheptulose 7-phosphate P(=O)(O)(O)OC[C@H]([C@H]([C@@H](CC(CO)=O)O)O)O